(7-(4-(2,6-bis(benzyloxy)pyridin-3-yl)phenyl)-7-azaspiro[3.5]nonan-2-yl)methanol C(C1=CC=CC=C1)OC1=NC(=CC=C1C1=CC=C(C=C1)N1CCC2(CC(C2)CO)CC1)OCC1=CC=CC=C1